4-aminobicyclo[2.2.1]heptane NC12CCC(CC1)C2